cis-3-(2-amino-2-oxoethyl)-N-(2-(difluoromethoxy)-6-methoxypyridin-3-yl)-1-(2-isopropylphenyl)cyclobutane-1-carboxamide NC(CC1CC(C1)(C(=O)NC=1C(=NC(=CC1)OC)OC(F)F)C1=C(C=CC=C1)C(C)C)=O